methyl 5'-cyano-2,2'-dioxo-spiro[cyclohexane-5,3'-indoline]-1-carboxylate C(#N)C=1C=C2C3(C(NC2=CC1)=O)CCC(C(C3)C(=O)OC)=O